NCCN(CCO)C 2-((2-aminoethyl)-(methyl)amino)ethan-1-ol